C1=C(C=CC2=CC=CC=C12)OCC(CN1CCCCC1)O 1-(naphthalen-2-yloxy)-3-(piperidin-1-yl)propan-2-ol